1-[4-[4-fluoro-2-(trifluoromethyl)phenoxy]-5h,6h,7h,8h-pyrido[3,4-d]pyrimidin-2-yl]ethan-1-one FC1=CC(=C(OC=2C3=C(N=C(N2)C(C)=O)CNCC3)C=C1)C(F)(F)F